N-(4-fluorophenyl)-5-(indoline-1-carbonyl)-2-methylbenzenesulfonamide FC1=CC=C(C=C1)NS(=O)(=O)C1=C(C=CC(=C1)C(=O)N1CCC2=CC=CC=C12)C